OC[C@H]1N(C[C@@H](C1)OC(C)C)C(=O)OC(C)(C)C tert-butyl (2S,4R)-2-(hydroxymethyl)-4-isopropoxypyrrolidine-1-carboxylate